BrC=1C=CC2=C(C(=C(O2)C)CO)C1 (5-bromo-2-methylbenzofuran-3-yl)methanol